FC1=CC=C(C=C1)CSSCC(F)(F)F (2,2,2-trifluoroethyl) [(4-fluorophenyl)methyl] disulfide